ClC1=CC(=C(C=C1)C(=O)C1=CC(=C(C=C1)Cl)F)F (4-chloro-2-fluorophenyl)(4-chloro-3-fluorophenyl)methanone